3-methyl-4-pentyn-3-ol CC(CC)(C#C)O